2,5-dimethyl-2,5-di(t-butylperoxy)-3-hexyne CC(C)(C#CC(C)(OOC(C)(C)C)C)OOC(C)(C)C